C1(CC1)NC(C([C@H](C[C@H]1C(NCC1)=O)NC([C@H](CC(C)C)NC(OCC1=CC=CC=C1)=O)=O)=O)=O Benzyl ((S)-1-(((S)-4-(cyclopropylamino)-3,4-dioxo-1-((S)-2-oxopyrrolidin-3-yl)butan-2-yl)amino)-4-methyl-1-oxopentan-2-yl)carbamate